The molecule is a D-alpha-amino acid anion which is obtained from (3R)-3-hydroxy-D-aspartic acid by formal deprotonation of both carboxyl groups and protonation of the amino group. It is a D-alpha-amino acid anion and a dicarboxylic acid anion. It is a conjugate base of a (3R)-3-hydroxy-D-aspartic acid. It is an enantiomer of a (3S)-3-hydroxy-L-aspartate(1-). [C@@H]([C@H](C(=O)[O-])O)(C(=O)[O-])[NH3+]